ethyl (2R,4R)-4-azido-2-(hydroxymethyl)pyrrolidine-1-carboxylate N(=[N+]=[N-])[C@@H]1C[C@@H](N(C1)C(=O)OCC)CO